C(C)(C)=NOCCO 2-[(isopropylideneamino)oxy]ethanol